O1COC2=C1C=CC(=C2)C=CC=CC(=O)O 5-(benzo[d][1,3]dioxol-5-yl)penta-2,4-dienoic acid